((2,6-bis((S)-1-cyclopropylethyl)phenyl)carbamoyl)-4-(2-hydroxypropan-2-yl)furan-2-sulfonyl-Aminoamide C1(CC1)[C@H](C)C1=C(C(=CC=C1)[C@@H](C)C1CC1)NC(=O)N[N-]S(=O)(=O)C=1OC=C(C1)C(C)(C)O